ClC1=NC(=NC(=N1)Cl)C1=CC=CC=2OC3=C(C21)C=CC=C3 2,4-dichloro-6-dibenzofuran-1-yl-[1,3,5]triazine